tris(3,5-di-t-butyl-4-hydroxybenzyl)-1,3,5-triazine-2,4,6(1H,3H,5H)-trione C(C)(C)(C)C=1C=C(CN2C(N(C(N(C2=O)CC2=CC(=C(C(=C2)C(C)(C)C)O)C(C)(C)C)=O)CC2=CC(=C(C(=C2)C(C)(C)C)O)C(C)(C)C)=O)C=C(C1O)C(C)(C)C